2-[1-[2-(5-chloro-2-pyridinyl)-5-methylsulfanyl-1,2,4-triazol-3-yl]ethyl]isoindoline-1,3-dione ClC=1C=CC(=NC1)N1N=C(N=C1C(C)N1C(C2=CC=CC=C2C1=O)=O)SC